6-bromo-8-cyclopentyl-2-[5-(3,3-dimethyl-piperazin-1-yl)-pyridin-2-ylamino]-8H-pyrido[2,3-d]Pyrimidin-7-one BrC1=CC2=C(N=C(N=C2)NC2=NC=C(C=C2)N2CC(NCC2)(C)C)N(C1=O)C1CCCC1